C(C)(C)(C)C=1C=C(C=C(C1O)C(C)(C)C)CCC(=O)OCCCCCCCCCCCCCC n-tetradecyl 3-(3',5'-di-t-butyl-4'-hydroxyphenyl)-propionate